CC1=C2CCC(C2=CC=C1)(CCCC=O)CC(=O)OC Methyl 2-(4-methyl-1-(4-oxobutyl)-2,3-dihydro-1H-inden-1-yl)acetate